2-(difluoromethyl)cyclopropanecarboxamide FC(C1C(C1)C(=O)N)F